2-(2,6-dioxopiperidin-3-yl)-1-oxo-3H-isoindole-5-carbaldehyde O=C1NC(CCC1N1C(C2=CC=C(C=C2C1)C=O)=O)=O